2-{[2-(2-methoxyphenyl)pyrimidin-4-yl]methoxyl-phenyl}propanoic acid COC1=C(C=CC=C1)C1=NC=CC(=N1)COC1=C(C=CC=C1)C(C(=O)O)C